CN1CCN(CC1)C1CCN(CC1)C(=O)C1=CC=C(C=C1)C=1C=CC=2N(C1)C(=CN2)C2=CC=C(C#N)C=C2 4-(6-(4-(4-(4-methylpiperazin-1-yl)piperidine-1-carbonyl)phenyl)imidazo[1,2-a]pyridin-3-yl)benzonitrile